C(C=C)(=O)OC12CC3(CC(CC(C1)C3)(C2)C)C 3,5-dimethyladamantyl acrylate